OC1=C(C=CC(=C1)C(C)C)N1N=C2C=3[C@@H](N(CCC13)C(=O)OC(C)(C)C)CN(CCO2)C(=O)OCC2=CC=CC=C2 |r| (rac)-7-benzyl 5-(tert-butyl) 2-(2-hydroxy-4-isopropylphenyl)-3,4,5a,6,8,9-hexahydro-2H-10-oxa-1,2,5,7-tetraazacycloocta[cd]indene-5,7-dicarboxylate